C1NC(CC2=CC=CC=C12)=O dihydroisoquinolin-3-one